C(C1=CC=CC=C1)NC=1C(=NC=C(C1)C=1C(=NOC1C)C)N N3-Benzyl-5-(3,5-dimethyl-1,2-oxazol-4-yl)pyridine-2,3-diamine